FC=1C(=CC(=C(NCC#CC=2C=C(C3=C(N(C=N3)CC(F)(F)F)C2)C(=O)NC2[C@H](CNCC2)C)C1)OC)C(NC)=O 6-[3-[5-fluoro-2-methoxy-4-(methylcarbamoyl)anilino]prop-1-ynyl]-N-[(3S)-3-methyl-4-piperidyl]-1-(2,2,2-trifluoroethyl)benzimidazole-4-carboxamide